N[C@@H]1[C@@H]([C@H]2CC[C@@H](C1)N2C2=C(N=C1C(=N2)NN=C1C=1C(=C2N=C(C=NC2=CC1)N1CCC1)Cl)CO)F {6-[(1R,2S,3S,5S)-3-amino-2-fluoro-8-azabicyclo[3.2.1]octan-8-yl]-3-[3-(azetidin-1-yl)-5-chloroquinoxalin-6-yl]-1H-pyrazolo[3,4-b]pyrazin-5-yl}methanol